C(C=C)(=O)N1C[C@H](C[C@@H]1COC)N1N=C(C(=C1NC)C(=O)N)C#CC1=C(C2=C(N(C(=N2)C)CC)C=C1F)F 1-((3s,5r)-1-propenoyl-5-(methoxymethyl)pyrrolidin-3-yl)-3-((1-ethyl-4,6-difluoro-2-methyl-1H-benzo[d]imidazol-5-yl)ethynyl)-5-(methylamino)-1H-pyrazole-4-carboxamide